1,4,7,10-tetraazacyclododecane-1,4,7,10-tetracarboxylic Diamide N1(CCN(CCN(CCN(CC1)C(=O)O)C(=O)O)C(=O)N)C(=O)N